4-Nitrophenyl 4-(azetidin-1-yl)-2,5-dimethyl-5,7-dihydro-6H-pyrrolo[3,4-d]pyrimidine-6-carboxylate N1(CCC1)C=1C2=C(N=C(N1)C)CN(C2C)C(=O)OC2=CC=C(C=C2)[N+](=O)[O-]